2-[(4S)-4-[3-(2,4-dioxohexahydropyrimidin-1-yl)-1-methyl-indazol-6-yl]-3,3-difluoro-1-piperidinyl]acetic acid trifluoroacetate salt FC(C(=O)O)(F)F.O=C1N(CCC(N1)=O)C1=NN(C2=CC(=CC=C12)[C@H]1C(CN(CC1)CC(=O)O)(F)F)C